(2Z,4E,6Z,8Z)-3,5,7-trimethyl-2,4,6,8-undecatetraene C/C(=C/C)/C=C(/C=C(\C=C/CC)/C)\C